7-(3-fluoro-5-nitro-2-pyridinyl)-2,7-diazaspiro[3.5]nonane-2-carboxylic acid tert-butyl ester C(C)(C)(C)OC(=O)N1CC2(C1)CCN(CC2)C2=NC=C(C=C2F)[N+](=O)[O-]